2-isopropylbenzylcyanide C(C)(C)C1=C(CC#N)C=CC=C1